6-(4-Bromo-1-(4-(tert-butyl)benzyl)-1H-indol-7-carboxamido)spiro[3.3]heptan BrC1=C2C=CN(C2=C(C=C1)C(=O)NC1CC2(CCC2)C1)CC1=CC=C(C=C1)C(C)(C)C